BrC=1C(=NN2C1OC(C2)(C)C)C2=NC=C(C=C2)F 7-Bromo-6-(5-fluoropyridin-2-yl)-2,2-dimethyl-2,3-dihydropyrazolo[5,1-b]oxazole